C(C1=CC=CC=C1)C1=C2C(C(NC2=CC=C1)=O)(CC(C1=CC=C(C=C1)CCC)=O)O benzyl-3-hydroxy-3-(2-oxo-2-(4-propylphenyl)ethyl)indol-2-one